Cl.ClC=1C=CC2=C(N(C3=C(CC2)C=CC=C3)CCCN(C/C=C/C(=O)OC)C)C1 methyl (E)-4-[3-(3-chloro-10,11-dihydro-5H-dibenzo[b,f]azepin-5-yl)propyl-methyl-amino]but-2-enoate hydrochloride